5,5-difluoro-3-(trifluoromethyl)-1H,4H,5H,6H-cyclopenta[c]pyrazol FC1(CC2=C(NN=C2C(F)(F)F)C1)F